OCC#CC=1C=CC(=NC1)C(=O)O 5-(3-Hydroxy-prop-1-yn-1-yl)picolinic acid